COC1=CC=C(CN(C2=CC=C(C(=N2)C=2CCN(CC2)C=2C=C(C=CC2)C)C=O)CC2=CC=C(C=C2)OC)C=C1 6-(bis(4-methoxybenzyl)amino)-1'-(m-tolyl)-1',2',3',6'-tetrahydro-[2,4'-bipyridyl]-3-carboxaldehyde